FC=1C=C(C=CC1)S(=O)(=O)N1CCC(CC1)C(=O)NC=1C=CC2=C(N=CS2)C1 1-((3-fluoro-phenyl)sulfonyl)-N-(benzo[d]thiazol-5-yl)-piperidine-4-carboxamide